FC1=C(CN2CCN(CC2)C2=CC=C(C=N2)C=2C=3N(C=C(C2)C=2C=NN(C2)C)N=CC3C#N)C(=CC=C1)F 4-(6-(4-(2,6-difluorobenzyl)piperazin-1-yl)pyridine-3-yl)-6-(1-methyl-1H-pyrazol-4-yl)pyrazolo[1,5-a]pyridine-3-carbonitrile